C(C)(=O)OC1=C(C(=NN1C1=CC=CC=C1)C)C(C1=CC=CC=C1)C=1OC2=C(C1NS(=O)(=O)C1=CC=C(C=C1)[N+](=O)[O-])C=CC=C2 (-)-3-Methyl-4-((3-((4-nitrophenyl)sulfonamido)benzofuran-2-yl)(phenyl)methyl)-1-phenyl-1H-pyrazol-5-yl acetate